(S)-3-(2,2-bisheptadecyl-1,3-dioxolan-4-yl)propan-1-ol C(CCCCCCCCCCCCCCCC)C1(OC[C@@H](O1)CCCO)CCCCCCCCCCCCCCCCC